C(CCCCCCC)(=O)N[C@@H](CCC(=O)O)C(=O)O Nα-capryloyl-L-glutamic acid